BrC=1CCC=2C=CC(=CC2C1C1=CC=C(C=C1)O[C@@H]1CNCC1)O (S)-7-bromo-8-(4-(pyrrolidin-3-yloxy)phenyl)-5,6-dihydronaphthalene-2-ol